tert-butyl ((3R,6R)-6-(hydroxymethyl)-5-methoxytetrahydro-2H-pyran-3-yl)carbamate OC[C@@H]1C(C[C@H](CO1)NC(OC(C)(C)C)=O)OC